FC1C2(OCCO2)CCN(C1)CC1=CC=2N=C(N=C(C2S1)N1CCOCC1)N1N=C(C=C1)C=1C=C(C=CC1)C 6-fluoro-8-((4-morpholino-2-(3-(m-tolyl)-1H-pyrazol-1-yl)thieno[3,2-d]pyrimidin-6-yl)methyl)-1,4-dioxa-8-azaspiro[4.5]decane